Vinylideneadenosine C(=C)=C([C@@H]1[C@H]([C@H]([C@@H](O1)N1C=NC=2C(N)=NC=NC12)O)O)O